COC=1C=C2C(=C(C=NC2=CC1OC)S(=O)(=O)C1=CC=C(C=C1)OC)N1CCC(CC1)C1=CC=C(C=C1)CN1CCCC1 6,7-dimethoxy-3-((4-methoxyphenyl)sulfonyl)-4-(4-(4-(pyrrolidin-1-ylmethyl)phenyl)piperidin-1-yl)quinoline